3-methyltetradec-5-enal CC(CC=O)CC=CCCCCCCCC